[Si](C)(C)(C(C)(C)C)OC(C)(C)C=1C=C(C=NC1OC)C1CN(CCC1(F)F)C(=O)OC(C)(C)C tert-butyl 3-(5-(2-(tert-butyl dimethylsilyloxy)propan-2-yl)-6-methoxypyridin-3-yl)-4,4-difluoropiperidine-1-carboxylate